ClC=1C=C2C(=NC(=NC2=C(C1C1=CC=CC2=C1N=C(S2)N)F)OC[C@H]2N(C[C@@H](C2)F)C)N2CCNCC2 4-(6-chloro-8-fluoro-2-(((2s,4r)-4-fluoro-1-methylpyrrolidin-2-yl)methoxy)-4-(piperazin-1-yl)quinazolin-7-yl)benzo[d]thiazol-2-amine